Hexyltrimethoxysilane C(CCCCC)[Si](OC)(OC)OC